FC1=C(C=C(C=C1)C1=NC(=NO1)[C@@H]1C([C@H]1C1=CC=C(C=C1)S(=O)(=O)N)(C)C)OC(F)(F)F 4-[(1S,3S)-3-{5-[4-fluoro-3-(trifluoromethoxy)phenyl]-1,2,4-oxadiazol-3-yl}-2,2-dimethylcyclopropyl]benzenesulfonamide